2-(4-chloro-[2,4'-bipyrimidine]-2'-yl)-5-methoxyisoindoline ClC1=NC(=NC=C1)C1=NC(=NC=C1)N1CC2=CC=C(C=C2C1)OC